N(=C=S)[C@H](CC#N)C (S)-3-isothiocyanato-butyronitrile